(S)-5-chloro-N-(1-cyclopropylethyl)-7-methylpyrazolo[1,5-a]Pyrimidine-3-carboxamide ClC1=NC=2N(C(=C1)C)N=CC2C(=O)N[C@@H](C)C2CC2